4-iodo-2-(methylsulfonyl)benzoic acid IC1=CC(=C(C(=O)O)C=C1)S(=O)(=O)C